4,6-dichloro-5-hydroxy-N-[2-({[2-(trifluoromethoxy)phenyl]methyl}carbamoyl)cyclopentyl]pyridine-2-carboxamide ClC1=CC(=NC(=C1O)Cl)C(=O)NC1C(CCC1)C(NCC1=C(C=CC=C1)OC(F)(F)F)=O